(1S)-2-[4,6-bis(trifluoromethyl)-1,3,5-triazin-2-yl]-6-chloro-1-{[(2S)-oxan-2-yl]methyl}-2,3,4,9-tetrahydro-1H-pyrido[3,4-b]indole FC(C1=NC(=NC(=N1)C(F)(F)F)N1[C@H](C=2NC3=CC=C(C=C3C2CC1)Cl)C[C@H]1OCCCC1)(F)F